(1S,2R)-2-aminocyclopentanol N[C@H]1[C@H](CCC1)O